C(C)SC=1C(=NC=C(C1)C(F)(F)F)C1=NC2=C(N1C)C=CC(=C2)I 2-(3-ethylsulfanyl-5-trifluoromethyl-pyridin-2-yl)-5-iodo-1-methyl-1H-benzimidazole